C(C)(C)(C)OC(=O)N1C[C@H](OC[C@@H]1CO[Si](C1=CC=CC=C1)(C1=CC=CC=C1)C(C)(C)C)C(=O)O (2S,5R)-4-(tert-butoxycarbonyl)-5-(((tert-butyldi-phenylsilyl)oxy)methyl)morpholine-2-carboxylic acid